p-(t-butyl)phenethyl-trichlorosilane C(C)(C)(C)C1=CC=C(CC[Si](Cl)(Cl)Cl)C=C1